N1=C(C=CC=2CCCNC12)CCCC(=O)NC1CN(C1)C(C(=O)O)C 2-(3-(4-(5,6,7,8-tetrahydro-1,8-naphthyridin-2-yl)butyrylamino)azetidin-1-yl)propionic acid